dimethylsilylene(2-indenyl)(4-(3,5-di-t-butyl-4-methoxyphenyl)-7-methoxy-1-indenyl)zirconium dichloride [Cl-].[Cl-].C[Si](=[Zr+2](C1C=CC2=C(C=CC(=C12)OC)C1=CC(=C(C(=C1)C(C)(C)C)OC)C(C)(C)C)C=1CC2=CC=CC=C2C1)C